C(C)(C)(C)OC(NCC1=CC(=CC=C1)N1N=C(C=C1C(NC1=CC(=CC=C1)C(NCC1CC1)C1=CC(=CC=C1)OCC1=CC=CC=C1)=O)C(F)(F)F)=O.BrCCCN1CCCC1 1-(3-bromopropyl)pyrrolidine tert-Butyl-3-(5-(3-((3-(benzyloxy)phenyl)(cyclopropylmethylamino)methyl)phenylcarbamoyl)-3-(trifluoromethyl)-1H-pyrazol-1-yl)benzylcarbamate